2-[5-bromo-4-(4-chlorophenyl)-1H-imidazol-1-yl]-N-(pyridin-4-yl)acetamide (2-chloro-1,6-naphthyridin-7-yl)methyl-methanesulfonate ClC1=NC2=CC(=NC=C2C=C1)CCS(=O)(=O)O.BrC1=C(N=CN1CC(=O)NC1=CC=NC=C1)C1=CC=C(C=C1)Cl